ClC1=NC=C(C=N1)OC[C@H]1OC(OCC1)(C)C (S)-2-chloro-5-((2,2-dimethyl-1,3-dioxan-4-yl)methoxy)pyrimidine